N-(Bis(2,6-dimethoxyphenyl)phosphanyl)-9H-carbazole-9-carboxamide COC1=C(C(=CC=C1)OC)P(NC(=O)N1C2=CC=CC=C2C=2C=CC=CC12)C1=C(C=CC=C1OC)OC